C(CCCCCCC)C1C(=O)NCCCC1 n-octyl-epsilon-caprolactam